(S)-3-(((5-((4-(3-((2-(1-hydroxyethyl)-1H-imidazol-1-yl)methyl)isoxazol-5-yl)phenyl)ethynyl)pyridin-2-yl)methyl)amino)propionitrile O[C@@H](C)C=1N(C=CN1)CC1=NOC(=C1)C1=CC=C(C=C1)C#CC=1C=CC(=NC1)CNCCC#N